[Cl-].C(C1=CC=CC=C1)[N+](C)(C)CCO N-benzyl-2-hydroxy-N,N-dimethylethyl-ammonium chloride